triazinoisoxazole 1-(Cyanomethoxy)-2-methyl-1-oxopropan-2-yl-2-bromo-4-fluoro-5-[3-methyl-2,6-dioxo-4-(trifluoromethyl)-3,6-dihydropyrimidin-1(2H)-yl]benzoat C(#N)COC(C(C)(C)OC(C1=C(C=C(C(=C1)N1C(N(C(=CC1=O)C(F)(F)F)C)=O)F)Br)=O)=O.N1=NN=CC2=C1C=NO2